C(C)[N+](C)(C)C ethyl-trimethylazanium